1,1-Dimethyl-8-(4,4,5,5-tetramethyl-1,3,2-dioxaborolan-2-yl)-2,3-dihydro-1H-pyrrolo[1,2-b]indazole CC1(CCN2N=C3C=CC(=CC3=C21)B2OC(C(O2)(C)C)(C)C)C